(3S)-11-(5-chloro-2,4-difluorophenyl)-8-((3S,5r)-3,5-dimethylpiperazin-1-yl)-3-(pyridin-3-yl)-10-(trifluoromethyl)-3,4-dihydro-2h,6h-[1,4]thiazepino[2,3,4-ij]quinazolin-6-one ClC=1C(=CC(=C(C1)C1=C(C=C2C(=NC(N3C2=C1SC[C@H](C3)C=3C=NC=CC3)=O)N3C[C@@H](N[C@@H](C3)C)C)C(F)(F)F)F)F